3-[6-[2-cyano-3-(cyclopentylsulfonylamino)-6-fluoro-phenoxy]-4-oxo-quinazolin-3-yl]-1-oxa-8-azaspiro[4.5]decane-8-carboxylate C(#N)C1=C(OC=2C=C3C(N(C=NC3=CC2)C2COC3(C2)CCN(CC3)C(=O)[O-])=O)C(=CC=C1NS(=O)(=O)C1CCCC1)F